OCC=1C=CC(=C(C1)C1=CC=CC=C1)C(=O)N1C[C@@H](CC[C@H]1C)OC1=NC=CC(=C1C)C#N 2-{[(3R,6R)-1-{[5-(hydroxymethyl)biphenyl-2-yl]carbonyl}-6-methylpiperidin-3-yl]oxy}-3-methylpyridine-4-carbonitrile